(2Z,5Z)-5-(4-(hydroxymethyl)benzylidene)-2-(benzylimino)-3-phenethylthiazolidin OCC1=CC=C(\C=C/2\CN(/C(/S2)=N/CC2=CC=CC=C2)CCC2=CC=CC=C2)C=C1